N1=C(C=NC=C1)C1=CC=C(COC2=CC=3C4=C(NC3C=C2)C(CC4)CC(=O)O)C=C1 2-(7-(4-(pyrazin-2-yl)benzyloxy)-1,2,3,4-tetrahydrocyclopenta[b]indol-3-yl)acetic acid